3-amino-3'-methyl-2H-[1,2'-bipyridine]-2-one NC=1C(N(C=CC1)C1=NC=CC=C1C)=O